4-[7-(1-cyano-1-methyl-ethyl)-6-(2-hydroxyethoxy)imidazo[1,2-a]pyridin-3-yl]-N-cyclopropyl-2-(difluoromethoxy)-6-methoxy-benzamide C(#N)C(C)(C)C1=CC=2N(C=C1OCCO)C(=CN2)C2=CC(=C(C(=O)NC1CC1)C(=C2)OC)OC(F)F